C1(=CC=C(C=C1)CC#N)CC#N 4-Benzenediacetonitrile